(R)-3-((R)-3-(3-nitrophenyl)butanoyl)-4-phenyloxazolidin-2-one [N+](=O)([O-])C=1C=C(C=CC1)[C@@H](CC(=O)N1C(OC[C@H]1C1=CC=CC=C1)=O)C